C(C)(=O)OC1=CC=C(C=C1)C1=CC(=NN1C)C1=C(C(=C(C=C1OC)OC(C)=O)CC=C(C)C)O 4-(3-(4-acetoxy-2-hydroxy-6-methoxy-3-(3-methylbut-2-en-1-yl)phenyl)-1-methyl-1H-pyrazol-5-yl)phenyl acetate